C(C)(C)(C)C=1C=C(C=C(C1)C1=NN=C(O1)C1=CC=C(C=C1)C=1C(=O)NC(C1)=O)C1=NN=C(O1)C1=CC=C(C=C1)C=1C(=O)NC(C1)=O N'-[5-tert-butyl-1,3-phenylenebis[(1,3,4-oxadiazol-5,2-diyl)(4,1-phenylene)]]bismaleimide